N1(CCOCC1)C1CC2=C(N(N=C2CC1)C1=NC=CC=C1)O 5-morpholin-4-yl-2-(pyridin-2-yl)-4,5,6,7-tetrahydro-2H-indazol-3-ol